C1OC(CC2=C1C(N1CC=3C(=NC=4C=CC=CC4C3)C1=C2)=O)=O 1,12-dihydro-14H-pyrano[3',4':6,7]indolizino[1,2-b]quinoline-3,14(4H)-dione